ClC=1C=C(C=2CC[C@H](C2C1)O)S(=O)(=O)NC1=C(C(=C(C=C1)F)C=1C=C2C=NC(=NC2=C(C1)OC)NCCNC)F (1R)-6-chloro-N-[2,4-difluoro-3-(8-methoxy-2-{[2-(methylamino)ethyl]amino}quinazolin-6-yl)phenyl]-1-hydroxy-2,3-dihydro-1H-indene-4-sulfonamide